N-[(3S,4S)-1-(2-methoxyethyl)-3-methyl-4-piperidyl]-6-{3-[4-(N-methylcarbamoyl)-2-ethoxy-5-fluorophenylamino]-1-propynyl}-1-(2,2,2-trifluoroethyl)-1H-1,3-benzimidazole-4-carboxamide COCCN1C[C@@H]([C@H](CC1)NC(=O)C1=CC(=CC=2N(C=NC21)CC(F)(F)F)C#CCNC2=C(C=C(C(=C2)F)C(NC)=O)OCC)C